(E)-3-(2-(2,8-diazaspiro[4.5]decan-2-yl)phenyl)-N-hydroxyacrylamide 2,2,2-trifluoroacetate FC(C(=O)O)(F)F.C1N(CCC12CCNCC2)C2=C(C=CC=C2)/C=C/C(=O)NO